C(C)(C)(C)OC(=O)N([C@H](C(=O)N1[C@H](CCCC1)C(=O)N[C@@H](COC=1C=NC2=CC=CC=C2C1C(=O)O)CC1=CC=CC=C1)CC(C)C)C 3-[(R)-2-({(R)-1-[(S)-2-(tert-butoxycarbonyl-methyl-amino)-4-methyl-pentanoyl]-piperidine-2-carbonyl}-amino)-3-phenyl-propoxy]Quinoline-4-carboxylic acid